C(C)(C)(C)C1=C(C=C(C(=C1)[Si](C)(C)O)O)NC(=O)C1=CNC2=CC=CC=C2C1=O N-(2-(tert-Butyl)-5-hydroxy-4-(hydroxydimethylsilyl)phenyl)-4-oxo-1,4-dihydroquinoline-3-carboxamide